1-[1-[2-[tert-butyl(dimethyl)silyl]oxyspiro[3.5]nonan-7-yl]-3-iodo-6,7-dihydro-4H-pyrazolo[4,3-c]pyridin-5-yl]ethanone [Si](C)(C)(C(C)(C)C)OC1CC2(C1)CCC(CC2)N2N=C(C=1CN(CCC12)C(C)=O)I